C(\C=C/C(=O)[O-])(=O)[O-].C(\C=C/C(=O)[O-])(=O)[O-].C(CCCCCCC)[Sn+4]CCCCCCCC mono-di-n-octyltin dimaleate